5-(4-fluorophenyl)-6-methyl-1-(1-methylpyrazol-4-yl)-4-oxopyridine-3-carboxamide FC1=CC=C(C=C1)C=1C(C(=CN(C1C)C=1C=NN(C1)C)C(=O)N)=O